FC1(CCC(CC1)NC(=O)C1=NN(N=C1C)CCOC)F 4,4-difluorocyclohexyl-(methyl)-2-(2-methoxyethyl)-2H-1,2,3-triazole-4-carboxamide